C[Si](C(=C)B1OC(C(O1)(C)C)(C)C)(C)C Trimethyl(1-(4,4,5,5-tetramethyl-1,3,2-dioxaborolan-2-yl)vinyl)silane